FC1=C(C=CC(=C1)F)C=1N=C(OC1)[C@@H]1CN(CCC1)C(=O)C1=CC=C(C=C1)F (S)-(3-(4-(2,4-Difluoro-phenyl)-oxazol-2-yl)-piperidin-1-yl)(4-fluoro-phenyl)-methanone